n-butyl-3-methylimidazolium tetrafluoroborate F[B-](F)(F)F.C(CCC)C=1NC=C[N+]1C